ClC1=C(C(=CC=C1)Cl)NC=1N(C2=NC(=NC=C2N1)N[C@H]1C[C@H](CCCC1)O)C1CCC(CC1)C(=O)N (1S,4s)-4-(8-(2,6-dichlorophenylamino)-2-((1R,3S)-3-hydroxycycloheptylamino)-9H-purin-9-yl)cyclohexanecarboxamide